(S)-2-amino-3-(3-(carboxymethyl)phenyl)propanoic acid N[C@H](C(=O)O)CC1=CC(=CC=C1)CC(=O)O